2-(2-((5-(1-aminoisoquinolin-5-yl)-1-cyclobutyl-1H-indazol-3-yl)methoxy)-5-fluorophenyl)acetic acid NC1=NC=CC2=C(C=CC=C12)C=1C=C2C(=NN(C2=CC1)C1CCC1)COC1=C(C=C(C=C1)F)CC(=O)O